N1=CC=C(C=C1)OCCNC(C)=O N-(2-(pyridin-4-yloxy)ethyl)acetamide